Cl.NCCCC1=C2C(C=C(N(C2=C(C=N1)Cl)C1=C(C=C(C=C1Cl)F)Cl)C)=O 5-(3-aminopropyl)-8-chloro-1-(2,6-dichloro-4-fluorophenyl)-2-methyl-1,6-naphthyridin-4(1H)-one hydrochloride